(E,Z)-5-(3,5-difluoro-4-(2-methoxyvinyl)phenyl)-3,4-dimethyl-1-propylpyridin-2(1H)-one FC=1C=C(C=C(C1\C=C\OC)F)C=1C(=C(C(N(C1)CCC)=O)C)C